N-(2-(6,7-dimethoxy-3,4-dihydroisoquinolin-2(1H)-yl)ethyl)-4-oxo-4H-benzo[H]chromene-2-carboxamide COC=1C=C2CCN(CC2=CC1OC)CCNC(=O)C=1OC2=C3C(=CC=C2C(C1)=O)C=CC=C3